Rac-(4aS,8aS)-7-[3-[[2-fluoro-4-(trifluoromethyl)phenyl]methoxy]azetidine-1-carbonyl]-1,3,4,4a,5,6,8,8a-octahydro-1,7-naphthyridin-2-one FC1=C(C=CC(=C1)C(F)(F)F)COC1CN(C1)C(=O)N1CC[C@@H]2CCC(N[C@@H]2C1)=O |r|